O=C1NC(CCC1N1C(N(C2=C1C=CC=C2C#CC2CCN(CC2)C(=O)OC(C)(C)C)C)=O)=O tert-butyl 4-((1-(2,6-dioxopiperidin-3-yl)-3-methyl-2-oxo-2,3-dihydro-1H-benzo[d]imidazol-4-yl)ethynyl)piperidine-1-carboxylate